ClC=1C=C(C=CC1F)S(=O)(=O)NC1=CC=C(C(=O)NC2=CC=C(C=C2)S(N)(=O)=O)C=C1 4-((3-chloro-4-fluorophenyl)sulfonamido)-N-(4-sulfamoylphenyl)benzamide